C12CN(CC2C1)C1=NC(=CC(=N1)C1=NN=C(O1)C1=C(C=C(C=C1)NS(=O)(=O)CCO)N1CCC2(CC2)CC1)C N-(4-(5-(2-(3-azabicyclo[3.1.0]hexane-3-yl)-6-methylpyrimidin-4-yl)-1,3,4-oxadiazol-2-yl)-3-(6-azaspiro[2.5]octane-6-yl)phenyl)-2-hydroxyethane-1-sulfonamide